2-[4-[6-[6-chloro-2-(6-methyl-2-pyridyl)pyrazolo[1,5-a]pyridin-3-yl]-3-quinolyl]pyrazol-1-yl]-N-methyl-ethanamine ClC=1C=CC=2N(C1)N=C(C2C=2C=C1C=C(C=NC1=CC2)C=2C=NN(C2)CCNC)C2=NC(=CC=C2)C